methylpropan-2-yl (2E)-3-{2-amino-3-bromo-4-[(2-chloro-5-fluorophenyl)carbonyl]-5-nitrophenyl}prop-2-enoate NC1=C(C=C(C(=C1Br)C(=O)C1=C(C=CC(=C1)F)Cl)[N+](=O)[O-])/C=C/C(=O)OC(CC)C